((2-(((2S)-3,3-dimethyl-1-oxo-1-((2S)-2-(2-(thiophen-2-yl)morpholine-4-carbonyl)pyrrolidin-1-yl)butan-2-yl)carbamoyl)benzo[b]thiophen-5-yl)difluoromethyl)phosphonic acid CC([C@@H](C(N1[C@@H](CCC1)C(=O)N1CC(OCC1)C=1SC=CC1)=O)NC(=O)C1=CC2=C(S1)C=CC(=C2)C(F)(F)P(O)(O)=O)(C)C